Mercaptothioether SSS